6-chloro-5-hydroxy-2-(5-(2-hydroxyethyl)-1H-1,2,4-triazol-3-yl)-3-(1H-imidazol-1-yl)-1-methyl-1H-indole-7-carbonitrile ClC1=C(C=C2C(=C(N(C2=C1C#N)C)C1=NNC(=N1)CCO)N1C=NC=C1)O